NC=1CC=CC2=C(N1)C=C(C=C2)C=2C=NC=NC2 2-Amino-8-(pyrimidin-5-yl)-3H-benzo[b]azepine